6-(4-formyl-1H-pyrazol-1-yl)-4-morpholinopyridine-3-carbonitrile C(=O)C=1C=NN(C1)C1=CC(=C(C=N1)C#N)N1CCOCC1